Cl.ClC=1C=CC(=NC1)N1N=C(N=C1[C@H](C)N)C1CC1 (1S)-1-[1-(5-chloropyridin-2-yl)-3-cyclopropyl-1H-1,2,4-triazol-5-yl]ethylamine hydrochloride